1-(3,5-bis(trifluoromethyl)benzyl)-1H-indole-3-carbaldehyde FC(C=1C=C(CN2C=C(C3=CC=CC=C23)C=O)C=C(C1)C(F)(F)F)(F)F